CN1N=CC(=C1)NC(=O)N1CCC(CC1)NC1=NC(=NC=C1Cl)NC=1C=C2C=NC(C2=CC1)=O N-(1-methyl-1H-pyrazol-4-yl)-4-({5-chloro-2-[(1-oxoisoindol-5-yl)amino]pyrimidin-4-yl}amino)piperidine-1-carboxamide